NC1=NC2=C(C=3N1N=C(N3)C=3OC=CC3)C=NN2C(C(=O)NCC2=NC(=CC=C2)C)(C)C2=CC=CC=C2 2-(5-amino-2-(furan-2-yl)-7H-pyrazolo[4,3-e][1,2,4]triazolo[1,5-c]pyrimidin-7-yl)-N-((6-methylpyridin-2-yl)methyl)-2-phenylpropanamide